6,7-diethyl-5-(piperazin-1-yl)-2,3-dihydro-1,4-benzodioxine C(C)C1=C(C2=C(OCCO2)C=C1CC)N1CCNCC1